(1R,2S,5S)-3-((S)-2-isobutyramido-3,3-dimethylbutanoyl)-6,6-dimethyl-3-azabicyclo[3.1.0]hexane-2-carboxylic acid C(C(C)C)(=O)N[C@H](C(=O)N1[C@@H]([C@H]2C([C@H]2C1)(C)C)C(=O)O)C(C)(C)C